C(C)(C)(C)OC(=O)NC1(CCN(CC1)C1=C(COC(C)=O)C=CC=C1F)C Acetic acid 2-(4-tert-butoxycarbonylamino-4-methyl-piperidin-1-yl)-3-fluoro-benzyl ester